[2-hydroxy-4-[(2-methyl-2-propen-1-yl)oxy]phenyl]phenylmethanone OC1=C(C=CC(=C1)OCC(=C)C)C(=O)C1=CC=CC=C1